FC(C=1C=CC(=NC1)NC1=NC=C(C=C1C1=NC=CC=C1)C(C(=O)N)=C)(F)F (2'-((5-(trifluoromethyl)pyridin-2-yl)amino)-[2,3'-bipyridyl]-5'-yl)acrylamide